2-amino-5-(pentafluorosulfanyl)benzoic acid NC1=C(C(=O)O)C=C(C=C1)S(F)(F)(F)(F)F